4'-(carbazole-9-yl)biphenyl-4-yl-boric acid C1=CC=CC=2C3=CC=CC=C3N(C12)C1=CC=C(C=C1)C1=CC=C(C=C1)OB(O)O